C(C)(C)(C)OC([C@@H](NC(=O)OC(C)(C)C)CS)=O N-(tert-butoxycarbonyl)-L-cysteine tert-butylEster